oxomorpholin O=C1NCCOC1